4-(dibenzylamino)benzaldehyde C(C1=CC=CC=C1)N(C1=CC=C(C=O)C=C1)CC1=CC=CC=C1